FC1=CC=CC(=N1)[C@H](C1CCN(CC1)C(=O)C=1C=CC2=C(NC(CO2)=O)C1)C1=CC=CC=C1 |o1:7| 6-[4-[(R or S)-(6-fluoro-2-pyridyl)-phenyl-methyl]piperidine-1-carbonyl]-4H-1,4-benzoxazin-3-one